C(C)(=O)C1=C(N(C=C(C1)C(C)=O)C)C 3,5-diacetyl-1,4-dihydro-dimethylpyridine